FC(C(C#CC1=CC=CC2=C1OCCCN2)(C)C)(F)F 9-(4,4,4-trifluoro-3,3-dimethylbut-1-yn-1-yl)-2,3,4,5-tetrahydrobenzo[b][1,4]Oxazepine